N-tert-butyl-2-[(2-{4-[2-(dimethylamino)ethoxy]pyridin-2-yl}-5,6-dimethylthieno[2,3-d]pyrimidin-4-yl)(methyl)amino]acetamide C(C)(C)(C)NC(CN(C)C=1C2=C(N=C(N1)C1=NC=CC(=C1)OCCN(C)C)SC(=C2C)C)=O